1-[2-bromo-4-chloro-5-(trifluoromethyl)phenyl]-3-[(1S)-1-[2-(5-cyano-2-pyridyl)-1,2,4-triazol-3-yl]ethyl]urea BrC1=C(C=C(C(=C1)Cl)C(F)(F)F)NC(=O)N[C@@H](C)C=1N(N=CN1)C1=NC=C(C=C1)C#N